C(C)(C)(C)OC(N[C@]1(CO[C@H](CC1)C(=O)N1[C@H](C2=CC=CC=C2CC1)C1=CC=C(C=C1)F)COC)=O ((3S,6r)-6-((S)-1-(4-fluorophenyl)-1,2,3,4-tetrahydroisoquinoline-2-carbonyl)-3-(methoxymethyl)tetrahydro-2H-pyran-3-yl)carbamic acid tert-butyl ester